FC1(CNCC(O1)(F)F)F 2,2,6,6-tetrafluoromorpholine